ethyl 7-[4-(tert-butoxycarbonyl)piperazin-1-yl]-1-(methoxymethyl)-1H-pyrazolo[4,3-b]pyridine-3-carboxylate Ethyl-7-chloro-1-(methoxymethyl)-1H-pyrazolo[4,3-b]pyridine-3-carboxylate C(C)OC(=O)C1=NN(C=2C1=NC=CC2Cl)COC.C(C)(C)(C)OC(=O)N2CCN(CC2)C2=C1C(=NC=C2)C(=NN1COC)C(=O)OCC